(Z)-1-(2,6-dimethyl-4-(1-(4-(trifluoromethoxy)phenyl)-1H-1,2,4-triazol-3-yl)phenyl)-3-(3-(2-isopropyl-5-methoxyphenyl)-4-oxothiazolidin-2-ylidene)urea CC1=C(C(=CC(=C1)C1=NN(C=N1)C1=CC=C(C=C1)OC(F)(F)F)C)NC(=O)\N=C\1/SCC(N1C1=C(C=CC(=C1)OC)C(C)C)=O